di(2-ethyl-2-propenyl) phthalate C(C=1C(C(=O)OCC(=C)CC)=CC=CC1)(=O)OCC(=C)CC